N12CC(C(CC1)C2)C=2SC1=C(N2)C=C(C=C1)C1=NC[C@H](CC1)C 2-(1-azabicyclo[2.2.1]heptan-3-yl)-5-((S)-5-methyl-3,4,5,6-tetrahydropyridin-2-yl)benzo[d]thiazole